nonanoic acid tellurium [Te].C(CCCCCCCC)(=O)O